(3S,4S)-tert-butyl 3-((4-(6-cyclopropyl-7-(2,2-difluoroethoxy)imidazo[1,2-b]pyridazin-3-yl)pyrimidin-2-yl)amino)-4-fluoropiperidine-1-carboxylate C1(CC1)C=1C(=CC=2N(N1)C(=CN2)C2=NC(=NC=C2)N[C@H]2CN(CC[C@@H]2F)C(=O)OC(C)(C)C)OCC(F)F